(2R)-2-(6-{5-chloro-2-[(oxacyclohex-4-yl)amino]pyrimidin-4-yl}-1-oxo-2,3-dihydro-1H-isoindol-2-yl)-N-[(1S)-1-(5-fluoro-2-methoxyphenyl)-2-hydroxyethyl]propionamide ClC=1C(=NC(=NC1)NC1CCOCC1)C1=CC=C2CN(C(C2=C1)=O)[C@@H](C(=O)N[C@H](CO)C1=C(C=CC(=C1)F)OC)C